OC1CCC=2C=CC=C(C2C1)NC(C=CC=1C(=NC(=CC1)C(F)(F)F)N1CCCCC1)=O l-N-(7-hydroxy-5,6,7,8-tetrahydronaphthalen-1-yl)-3-(2-(piperidin-1-yl)-6-(trifluoromethyl)pyridin-3-yl)acrylamide